ClC1=C(N=C(NC1=O)C1=CC(=NC=C1)F)N1CCN(CC1)C(=O)N 4-[5-chloro-2-(2-fluoro-4-pyridinyl)-6-oxo-1H-pyrimidin-4-yl]piperazine-1-carboxamide